3-[(thiophen-2-ylmethyl)carbamoyl]piperazine-1-carboxylate S1C(=CC=C1)CNC(=O)C1CN(CCN1)C(=O)[O-]